9-[4-(trifluoromethyl)phenyl]-3,4-dihydropyrido[2,1-c][1,2,4]thiadiazine 2,2-dioxide FC(C1=CC=C(C=C1)C1=CC=CN2C1=NS(CC2)(=O)=O)(F)F